C(#C)[C@@]1(OC(C[C@@H]1OC(C1=CC=C(C=C1)C)=O)=O)COC(C1=CC=C(C=C1)C)=O (2R,3S)-4-methylbenzoic acid 2-ethynyl-2-(((4-methylbenzoyl) oxy) methyl)-5-oxotetrahydrofuran-3-yl ester